O=C1NC(CCC1C1=C(C=C(C=C1F)N1[C@H](CN(CC1)C(=O)OC(C)(C)C)COC)F)=O tert-butyl (3R)-4-(4-(2,6-dioxopiperidin-3-yl)-3,5-difluorophenyl)-3-(methoxymethyl)piperazine-1-carboxylate